The molecule is an enal that consists of 3,7-dimethyl-9-nona-2,4,6,8-tetraenal (double bond geometry unspecified) carrying a 2,6,6-trimethylcyclohex-1-en-1-yl group at the 9-position. It has a role as a human metabolite. It is a member of retinals and an enal. CC1=C(C(CCC1)(C)C)C=CC(=CC=CC(=CC=O)C)C